tert-butyl 1-(1-methylcyclopropyl)hydrazine-1-carboxylate CC1(CC1)N(N)C(=O)OC(C)(C)C